C1(CCCC1)NC(=O)C1=CC2=C(N=C(S2)C2C(CN(CC2)C(=O)OC(C)(C)C)O)C=C1 tert-butyl 4-(6-(cyclopentylcarbamoyl)benzo[d]thiazol-2-yl)-3-hydroxypiperidine-1-carboxylate